C(C)(C)C=1C=CC(=C(C1)OC(N(CC)CC)=O)C N,N-diethylcarbamic acid-5-isopropyl-2-methylphenyl ester